C[C@@H]1COCCN1C=1C(N(C=C(N1)C1=C2C(=NC=C1)NC=C2)C(C(=O)N)C)=O 3-((R)-3-methylmorpholino)-2-oxo-5-(1H-pyrrolo[2,3-b]pyridin-4-yl)pyrazin-1(2H)-ylpropanamide